2-[(3-methoxy-3-methyl-butanoyl)amino]-4-[2-phenoxyethyl-[4-(5,6,7,8-tetrahydro-1,8-naphthyridin-2-yl)butyl]amino]butanoic acid COC(CC(=O)NC(C(=O)O)CCN(CCCCC1=NC=2NCCCC2C=C1)CCOC1=CC=CC=C1)(C)C